FC([C@H]1NC(N(C1)CC1=CC2=C(N(C=N2)COCC[Si](C)(C)C)C=C1)=O)(F)F (S)-4-(trifluoromethyl)-1-((1-((2-(trimethylsilyl)ethoxy)methyl)-1H-benzo[d]imidazol-5-yl)methyl)imidazolidin-2-one